8-((4-chloro-2-methyl-2H-indazol-5-yl)thio)imidazo[1,2-c]pyrimidine ClC=1C2=CN(N=C2C=CC1SC=1C=2N(C=NC1)C=CN2)C